P(=O)([O-])(O)O.[Na+].[Cl-].C(CCCCCCCCCCCCCCC)[N+]1=CC=CC=C1 cetylpyridinium chloride sodium phosphate